2-[3'''-(dibenzothiophen-4-yl)-3,1':3',1'':3'',1'''-quaterphenyl-1-yl]dibenzo[f,h]quinoxaline C1=CC=C(C=2SC3=C(C21)C=CC=C3)C=3C=C(C=CC3)C=3C=C(C=CC3)C=3C=C(C=CC3)C=3C=C(C=CC3)C3=NC2=C1C(=C4C(=C2N=C3)C=CC=C4)C=CC=C1